COC=1C(=CC=2C(=C3C(=NC2C1)CCC3)NC3CCN(CC3)C3=C(C=NC=C3)F)OC N-{6,7-dimethoxy-1H,2H,3H-cyclopenta[b]quinolin-9-yl}-1-(3-fluoropyridin-4-yl)piperidin-4-amine